O=C1NN=C(C2=CC=CC=C12)C1=CC2=C(NC(=N2)NC(OC)=O)C=C1 Methyl (5-(4-oxo-3,4-dihydrophthalazin-1-yl)-1H-benzo[d]imidazol-2-yl)carbamate